N1N=C(C2=CC=CC=C12)NCC1=CC=C(C(=O)N2CCN(CC2)C(=O)C2=NC=C(C(=O)NO)C=C2)C=C1 6-(4-(4-(((1H-indazol-3-yl)amino)methyl)benzoyl)piperazine-1-carbonyl)-N-hydroxynicotinamide